C(C)(C)OCC1(C2=C(N=C(O1)C1=CC=CC=C1)C=CC=C2)C 4-(isopropoxymethyl)-4-methyl-2-phenyl-4H-benzo[d][1,3]oxazine